CN(CC(=O)NC1(COCC1)C)C=1C2=C(N=C(N1)C=1C=C3C(=CN1)NN=C3)CCC2 2-[methyl(2-{1H-pyrazolo[3,4-c]pyridin-5-yl}-5H,6H,7H-cyclopenta[d]pyrimidin-4-yl)amino]-N-(3-methyloxolan-3-yl)acetamide